C(CCCCCCCCCCCC)C=1N=CC(CC1)=O tridecyl-5-pyridinone